C(C)OC=1C=C(C=C(C1[N+](=O)[O-])OCC)O 3,5-diethoxy-4-nitrophenol